4-((3-fluoropyridin-2-yl)methyl)piperidin-4-ol FC=1C(=NC=CC1)CC1(CCNCC1)O